C1(CC1)C1=NN(C=C1B1OC(C(O1)(C)C)(C)C)C 3-cyclopropyl-1-methyl-4-(4,4,5,5-tetramethyl-1,3,2-dioxaborolan-2-yl)pyrazole